11Z-Hexadecenoic acid CCCC/C=C\CCCCCCCCCC(=O)O